NC1(C(N(CCC1)C(=O)OC(C)(C)C)CC=1C=C(C=CC1)C1=CC=CC=C1)CCO tert-butyl 3-amino-2-({[1,1'-biphenyl]-3-yl}methyl)-3-(2-hydroxyethyl)piperidine-1-carboxylate